FC1(CCC(CC1)NC1=NC(=NC(=C1)N1CCOCC1)N1N=C(C=C1)CO)F (1-(4-((4,4-difluorocyclohexyl)amino)-6-morpholinopyrimidin-2-yl)-1H-pyrazol-3-yl)methanol